C=C[SiH](C)C methylenetrimethyl-silane